CC1=NC=NC2=CC(=CC(=C12)OC1CCC(CC1)N1C(C2=CC=CC=C2C1=O)=O)N1CCOCC1 2-[4-(4-methyl-7-morpholino-quinazolin-5-yl)oxy-cyclohexyl]Isoindoline-1,3-dione